Bicyclo[2.2.1]heptan-1,4-diol C12(CCC(CC1)(C2)O)O